2-(7,8-difluoro-3-quinolyl)-4-[(4-fluorophenyl)methyl]-6,6-dimethyl-4,5-dihydro-1,3-thiazine FC1=CC=C2C=C(C=NC2=C1F)C=1SC(CC(N1)CC1=CC=C(C=C1)F)(C)C